(2-(methacryloxy)ethyl)dimethyl-(3-sulfopropyl)ammonium hydroxide [OH-].C(C(=C)C)(=O)OCC[N+](CCCS(=O)(=O)O)(C)C